N[C@]1(CN(CC1)C1=CC=C(C(=C1CN1C2=NC=NC(=C2N=C1)N)C(F)(F)F)F)C1=CC=CC=C1 (S)-9-(6-(3-amino-3-phenylpyrrolidin-1-yl)-3-fluoro-2-(trifluoromethyl)benzyl)-9H-purin-6-amine